N-(4-methyl-3-(pyridin-4-yl)-1H-pyrazol-5-yl)-3-(3,4,5-trichlorophenyl)propenamide CC=1C(=NNC1NC(C=CC1=CC(=C(C(=C1)Cl)Cl)Cl)=O)C1=CC=NC=C1